NC1CCN(CC1)C[C@@H](C(=O)N1CCN(CC1)C=1C2=C(N=CN1)[C@@H](C[C@H]2C)O)C2=CC=C(C=C2)Cl (S)-3-(4-aminopiperidin-1-yl)-2-(4-chlorophenyl)-1-(4-((5R,7R)-7-hydroxy-5-methyl-6,7-dihydro-5H-cyclopenta[d]pyrimidin-4-yl)piperazin-1-yl)propan-1-one